Cl.FC(C)(F)C=1C(=C(C=CC1)[C@@H](C)N)F |r| (R/S)-1-(3-(1,1-difluoroethyl)-2-fluorophenyl)ethane-1-amine hydrochloride